7-chloro-2-((3-methoxyphenyl)amino)quinazolin-4(3H)-one ClC1=CC=C2C(NC(=NC2=C1)NC1=CC(=CC=C1)OC)=O